(E)-3-[3-[[3,5-Bis(difluoromethyl)pyrazol-1-yl]methyl]-4-methoxyphenyl]-1-(4-hydroxyphenyl)prop-2-en-1-one FC(C1=NN(C(=C1)C(F)F)CC=1C=C(C=CC1OC)/C=C/C(=O)C1=CC=C(C=C1)O)F